Cl.C(C)(C)(C)OC(NC1(CNC1)C(F)F)=O (3-(difluoromethyl)azetidin-3-yl)carbamic acid tert-butyl ester hydrochloride